[6-(4-bromophenyl)pyridazin-3-yl]-(2-oxa-6-azaspiro[3.3]heptan-6-yl)methanone BrC1=CC=C(C=C1)C1=CC=C(N=N1)C(=O)N1CC2(COC2)C1